2,3-Dimethoxy-13-(2-morpholinoethoxy)-[1,3]dioxolo[4',5':4,5]benzo[1,2-c]phenanthridine COC=1C=C2C(=NC=3C4=C(C=CC3C2=CC1OC)C=C1C(=C4)OCO1)OCCN1CCOCC1